Cl.Cl.C[C@]1(NCCC1)C1=NC2=C(N1)C=CC=C2C(=O)N 2-[(2R)-2-methylpyrrolidin-2-yl]-1H-benzimidazole-4-carboxamide dihydrochloride